methyl 4-(dec-1-en-4-yloxy)-2-hydroxy-3,6-dimethylbenzoate C=CCC(CCCCCC)OC1=C(C(=C(C(=O)OC)C(=C1)C)O)C